C(C)(C)(C)OC(=O)NC1=C2N=CN(C2=NC(=N1)Cl)[C@H]1[C@H]([C@@H]([C@H](O1)COC(C(=O)OCC)C(=O)OCC)OC(=O)OC(C)(C)C)F diethyl 2-(((2R,3R,4S,5R)-5-(6-(N-(tert-butoxycarbonyl) amino)-2-chloro-9H-purin-9-yl)-3-((tert-butoxycarbonyl) oxy)-4-fluorotetrahydrofuran-2-yl) methoxy)-malonate